FC1(CCC(CC1)[C@@H](C=1N=C2N(N=C(C=C2)CC2(C(N[C@H](C2)C(F)(F)F)=O)C(=O)O)C1)NC(=O)C1=CC=NN1CC)F (5R)-3-((2-((S)-(4,4-difluorocyclohexyl)(1-ethyl-1H-pyrazole-5-carboxamido)methyl)imidazo[1,2-b]pyridazin-6-yl)methyl)-2-oxo-5-(trifluoromethyl)pyrrolidine-3-carboxylic acid